(1R,5S,6r)-N-methyl-N-(1-methylcyclopropyl)-3-azabicyclo[3.1.0]hexane-6-carboxamide TFA salt OC(=O)C(F)(F)F.CN(C(=O)C1[C@H]2CNC[C@@H]12)C1(CC1)C